(4-Vinylbenzyl)Dimethylaminoethylether C(=C)C1=CC=C(CC(COCC(CC2=CC=C(C=C2)C=C)N(C)C)N(C)C)C=C1